BrC1=CC=C(C=C1)N1C(C(C2=CC=CC=C12)=O)=O 1-(4-bromophenyl)indoline-2,3-dione